FC1=C(C(=CC=C1)F)C1=C(C=CC(=C1)C)[C@H]1[C@@H](C1)C(=O)N1C[C@H](CC1)NS(=O)(=O)C N-{(3S)-1-[(1R,2R)-2-(2',6'-difluoro-5-methyl[1,1'-biphenyl]-2-yl)cyclopropane-1-carbonyl]pyrrolidin-3-yl}methanesulfonamide